Cl.ClC=1C(=C(C=CC1F)C(C)(C)N)F 2-(3-chloro-2,4-difluorophenyl)propan-2-amine hydrochloride